Phosphoglycerate choline OCC[N+](C)(C)C.P(=O)(O)(O)OC(C(=O)[O-])CO